C(C(=O)C(=O)O)P(=O)(O)O The molecule is a 2-oxo monocarboxylic acid that is pyruvic acid substituted at position 3 by a phospho group. It derives from a pyruvic acid and a phosphonic acid. It is a conjugate acid of a 3-phosphonatopyruvate(2-).